methyl (S)-2-amino-3,3-dimethylbutanoate hydrochloride Cl.N[C@H](C(=O)OC)C(C)(C)C